FC1CCCCC1 1-fluoro-cyclohexane